(3S,4R)-4-(4-bromo-5-chloro-1-methyl-pyrazol-3-yl)-N-(2-fluoro-3-thienyl)-1-methyl-2-oxo-pyrrolidine-3-carboxamide BrC=1C(=NN(C1Cl)C)[C@@H]1[C@H](C(N(C1)C)=O)C(=O)NC1=C(SC=C1)F